C1[C@H](N[C@H](C2=C1C3=CC=CC=C3N2)C4=CC=CO4)C(=O)O 1-furyl-β-carboline-3-carboxylic acid